SC1=NC(=NC(=N1)S)S 2,4,6-trissulfydryl-s-triazine